(E)-2-hydroxy-3-methoxy-5-(3-(trifluoromethyl)styryl)benzaldehyde OC1=C(C=O)C=C(C=C1OC)\C=C\C1=CC(=CC=C1)C(F)(F)F